CC1=NNC(=C1C1=CC=C(NC([C@H]([C@H]2CCCC3(CC3)C2)NC(=O)C=2N(N=CC2)C)=O)C=C1)C N-[(1S)-2-[4-(3,5-dimethyl-1H-pyrazol-4-yl)anilino]-2-oxo-1-[(7S)-spiro[2.5]octan-7-yl]ethyl]-2-methyl-pyrazole-3-carboxamide